3-oxo-8-(trifluoromethyl)-2,3-dihydroimidazo[1,5-a]pyridine-6-carbaldehyde O=C1NC=C2N1C=C(C=C2C(F)(F)F)C=O